N-[4-[4-(5-cyano-2-pyridinyl)piperazin-1-yl]-4-oxo-butyl]carbamic acid tert-butyl ester C(C)(C)(C)OC(NCCCC(=O)N1CCN(CC1)C1=NC=C(C=C1)C#N)=O